1,4-bis(1-((1-methoxypropan-2-yl)oxy)prop-1-en-2-yl)benzene COCC(C)OC=C(C)C1=CC=C(C=C1)C(=COC(COC)C)C